(5-chloro-6-(2H-1,2,3-triazol-2-yl)pyridin-3-yl)-2-(difluoromethyl)-9,9-dimethyl-8,9-dihydro-7H-cyclopenta[d]imidazo[1,2-b]pyridazine-7-carboxamide ClC=1C=C(C=NC1N1N=CC=N1)C1=C(N=C2N1N=CC1=C2C(CC1C(=O)N)(C)C)C(F)F